FC1=C(C(=CC(=C1)NCCNC)F)N1C(N(C=2N=CC(=CC2C=2C=CC(=CC12)C#N)F)CCO)=O 10-(2,6-difluoro-4-{[2-(methylamino)ethyl]amino}phenyl)-4-fluoro-8-(2-hydroxyethyl)-9-oxo-6,8,10-triazatricyclo[9.4.0.02,7]pentadeca-1(11),2(7),3,5,12,14-hexaene-13-carbonitrile